4-[3-(methoxymethyl)-5-methyl-1,2-oxazol-4-yl]-2-[(3R)-3-methylmorpholin-4-yl]-8-[1-(tetrahydro-2H-pyran-2-yl)-1H-pyrazol-5-yl]-1,7-naphthyridine COCC1=NOC(=C1C1=CC(=NC2=C(N=CC=C12)C1=CC=NN1C1OCCCC1)N1[C@@H](COCC1)C)C